Boc-(R)-α-[2-(1-naphthyloxy)ethyl]benzylamine C(=O)(OC(C)(C)C)N[C@@H](C1=CC=CC=C1)CCOC1=CC=CC2=CC=CC=C12